BrC=1C(=NC(=NC1)NC1=CC=C(C=C1)S(=O)(=O)N)NCC1=CC(=CC=C1)S(=O)(=O)C 4-[(5-bromo-4-{[3-(methylsulfonyl)benzyl]amino}pyrimidin-2-yl)amino]benzene-sulfonamide